6-((2-oxo-2,3-dihydro-1H-benzo[d]imidazol-1-yl)methyl)-2,3-dihydro-1H-inden-1-yl-acetamide O=C1NC2=C(N1CC1=CC=C3CCC(C3=C1)CC(=O)N)C=CC=C2